7-(4-(1-(aminomethyl)-5-((methyl-d3)amino)-4-oxo-3,4-dihydropyrido[3,4-d]pyridazin-7-yl)-1-methyl-1H-pyrazol-5-yl)-6-fluoro-4,4-dimethylspiro[chromane-2,1'-cyclopropane]-8-carbonitrile NCC=1C2=C(C(NN1)=O)C(=NC(=C2)C=2C=NN(C2C2=C(C=C1C(CC3(CC3)OC1=C2C#N)(C)C)F)C)NC([2H])([2H])[2H]